methyl decyl carbonate chloride [Cl-].C(OC)(OCCCCCCCCCC)=O